CC(C(C)N)(C)C 3,3-dimethylbutan-2-amine